NC1=C(C=C(C=N1)NC(C(=O)N1[C@@H](CC[C@H](C1)C)C1=CC(=CC=C1)NC)=O)C N-(6-amino-5-methyl-3-pyridyl)-2-[(2S,5R)-5-methyl-2-[3-(methylamino)phenyl]-1-piperidyl]-2-oxo-acetamide